OCCC(=O)NC 3-hydroxy-N-methylpropanamide